ClC=1C(=C2CCCCN2C1C(C(=O)NC1CC(C1)O)=O)C(=O)NC1=CC(=C(C=C1)F)Cl 2-chloro-N-(3-chloro-4-fluorophenyl)-3-(2-(((1r,3r)-3-hydroxycyclobutyl)amino)-2-oxoacetyl)-5,6,7,8-tetrahydroindolizine-1-carboxamide